FC1=C(C=CC(=C1)F)C(CN1CCC(CC1)NC1=CC=C(C=C1)OCC1=CC=NC=C1)(CN1N=CN=C1)O 2-(2,4-difluorophenyl)-1-(4-((4-(pyridin-4-ylmethoxy)phenyl)amino)piperidin-1-yl)-3-(1H-1,2,4-triazol-1-yl)propan-2-ol